C(C=C)(=O)OC(CSC1=CC=CC=C1)CSC1=CC=CC=C1 1,3-bis(phenylthio)propan-2-yl acrylate